NCCNCC[Si](OCC)(OCC)OCC N-(2-aminoethyl)-2-aminoethyltriethoxysilane